2-ethyl-hexyl 3-((3-chloro-2-(pyrazin-2-yl)pyridin-4-yl)sulfanyl)propionate ClC=1C(=NC=CC1SCCC(=O)OCC(CCCC)CC)C1=NC=CN=C1